ClC1=C(C=C2C=C(C(NC2=C1)=O)C=1C=C(C=CC1)CC(=O)O)C1=CC=C2C=CN(C2=C1)C 2-(3-(7-chloro-6-(1-methyl-1H-indol-6-yl)-2-oxo-1,2-dihydro-quinolin-3-yl)phenyl)acetic acid